acrylic acid fluoride C(C=C)(=O)F